NC1=NNC2=C(C=C(C=C12)C1=CC(=NC=C1)NC(=O)C1CC1)C#CC(C)(C)C N-(4-(3-amino-7-(3,3-dimethylbut-1-yn-1-yl)-1H-indazol-5-yl)pyridin-2-yl)cyclopropanecarboxamide